phosphono-acetic acid P(=O)(O)(O)CC(=O)O